N-hydroxy-6-(4-(methyl-(2-methyl-4-quinazolinyl)amino)phenoxy)nicotinamide ONC(C1=CN=C(C=C1)OC1=CC=C(C=C1)N(C1=NC(=NC2=CC=CC=C12)C)C)=O